3-((1r,4s)-4-((tert-Butyldimethylsilyl)oxy)cyclohexyl)propanenitrile [Si](C)(C)(C(C)(C)C)OC1CCC(CC1)CCC#N